(S)-2,2-difluoro-N-(4-methyl-1-(2-((4-(4-methylpiperazin-1-yl)phenyl)amino)pyrimidin-4-yl)piperidin-4-yl)cyclopropane-1-carboxamide FC1([C@@H](C1)C(=O)NC1(CCN(CC1)C1=NC(=NC=C1)NC1=CC=C(C=C1)N1CCN(CC1)C)C)F